O=C1NC(CCC1C=1C=CC(=C(C1)S(=O)(=O)F)C1CCNCC1)=O 5-(2,6-dioxopiperidin-3-yl)-2-(piperidin-4-yl)benzenesulfonyl fluoride